1-(4-phenyl-sulfanylphenyl)-octane C1(=CC=CC=C1)C1=CC(=C(C=C1)CCCCCCCC)S